F[C@H]1CNCC[C@H]1NC1=C2C=C(N(C2=CC=C1)CC(F)(F)F)C1=NOC(=N1)CNC(=O)C=1SC(=CC1)C(C)(C)OC N-{[3-(4-{[(3S,4R)-3-fluoropiperidin-4-yl]amino}-1-(2,2,2-trifluoroethyl)-1H-indol-2-yl)-1,2,4-oxadiazol-5-yl]methyl}-5-(2-methoxypropan-2-yl)thiophene-2-carboxamide